1-(3-chloro-5-{[4-(4-chlorothien-2-yl)-5-(4-cyclohexylpiperazine-1-yl)-1,3-thiazole-2-yl]carbamoyl}pyridine-2-yl)piperidine-4-carboxylic acid ClC=1C(=NC=C(C1)C(NC=1SC(=C(N1)C=1SC=C(C1)Cl)N1CCN(CC1)C1CCCCC1)=O)N1CCC(CC1)C(=O)O